OC1C(CN(CC1)C1=CC=CC(=N1)C1=NC2=CC(=NC=C2C=C1)CNC(C1=CC(=C(C=C1)C)S(=O)(=O)C)=O)(C)C N-((2-(6-(4-hydroxy-3,3-dimethylpiperidin-1-yl)pyridin-2-yl)-1,6-naphthyridin-7-yl)methyl)-4-methyl-3-(methylsulfonyl)benzamide